CC1=C(C=CC=C1C)N1CCN(CC1)C(CN1N=C(C2=C1CCC2)C(=O)N2C[C@@H]([C@H](CC2)[NH3+])F)=O [(3S,4S)-1-[1-[2-[4-(2,3-dimethylphenyl)piperazin-1-yl]-2-oxoethyl]-5,6-dihydro-4H-cyclopenta[c]pyrazole-3-carbonyl]-3-fluoro-4-piperidyl]ammonium